3-((7-((2,2-dimethylaziridin-1-yl)sulfonyl)-2-fluoro-1-oxo-2,3-dihydro-1H-inden-4-yl)oxy)-5-fluorobenzonitrile CC1(N(C1)S(=O)(=O)C=1C=CC(=C2CC(C(C12)=O)F)OC=1C=C(C#N)C=C(C1)F)C